C(C)(C)OC1=CC=C(C=C1)C=1C=C2CCC(C(C2=CC1OC)NC(O[C@@H]1CN2CCC1CC2)=O)(C)C (S)-quinuclidin-3-yl (6-(4-isopropoxyphenyl)-7-methoxy-2,2-dimethyl-1,2,3,4-tetrahydronaphthalen-1-yl)carbamate